1-(cyclopentylmethyl)-7-(6-(2-hydroxypropan-2-yl)pyridin-3-yl)-3,4-dihydropyrazino[2,3-b]pyrazin-2(1H)-one C1(CCCC1)CN1C(CNC=2C1=NC(=CN2)C=2C=NC(=CC2)C(C)(C)O)=O